N[C@@]1(CN(CCC1)C([C@@H](CC(=O)OC(C)(C)C)CC1=NC(=CC=C1)C)=O)CC1=CC=C(C=C1)Cl tert-Butyl (R)-4-((R)-3-amino-3-(4-chlorobenzyl)piperidin-1-yl)-3-((6-methylpyridin-2-yl)methyl)-4-oxobutanoate